FC(CCCC)(F)C1=CC=C(C(=N)NO)C=C1 4-(1,1-difluoropentyl)-N-hydroxybenzamidine